ClC1=CC2=C(N=C(O2)[C@H]2CC[C@@H](CN2)NC(COC2=CC(=C(C=C2)Cl)F)=O)C=C1 N-[(3S,6R)-6-(6-chloro-1,3-benzoxazol-2-yl)piperidin-3-yl]-2-(4-chloro-3-fluorophenoxy)acetamide